bis[3-bis(4-chlorophenyl)methyl-4-dimethylaminophenyl]amine ClC1=CC=C(C=C1)C(C=1C=C(C=CC1N(C)C)NC1=CC(=C(C=C1)N(C)C)C(C1=CC=C(C=C1)Cl)C1=CC=C(C=C1)Cl)C1=CC=C(C=C1)Cl